Methyl 1'-(4-Methoxyphenyl)-6'-hydroxy-8'-oxo-8'H-spiro[cyclohexane-1,5'-indolizine]-7'-carboxylate COC1=CC=C(C=C1)C=1C=CN2C3(C(=C(C(C12)=O)C(=O)OC)O)CCCCC3